[5-(2,4-difluorophenyl)isoxazol-3-yl]-[rac-(4S,7R)-4,7-dimethyl-4-(1-methylpyrazol-4-yl)-5,7-dihydrothieno[2,3-c]pyridin-6-yl]methanone FC1=C(C=CC(=C1)F)C1=CC(=NO1)C(=O)N1[C@@H](C2=C([C@@](C1)(C=1C=NN(C1)C)C)C=CS2)C |r|